BrC1=C(C=CC2=C1C=C(O2)C(=O)N)N2CCN(CC2)CC2=CC(=CC=C2)C(F)(F)F 4-bromo-5-[4-(3-trifluoromethyl-benzyl)-piperazin-1-yl]-benzofuran-2-carboxylic acid amide